7-((5-amino-6-fluoro-7-(8-methyl-2,3-dihydro-1H-pyrido[2,3-b][1,4]oxazin-7-yl)quinazolin-2-yl)amino)-2-methyl-1,2,3,4-tetrahydroisoquinoline-6-carboxamide NC1=C2C=NC(=NC2=CC(=C1F)C1=C(C2=C(OCCN2)N=C1)C)NC1=C(C=C2CCN(CC2=C1)C)C(=O)N